C(C)S(=O)(=O)C=1C=CC(=NC1C1=NC=2N(C=C1)N=C(C2)C(F)(F)F)N(S(=O)(=O)C2CC2)C N-(5-(ethylsulfonyl)-6-(2-(trifluoromethyl)pyrazolo[1,5-a]pyrimidin-5-yl)pyridin-2-yl)-N-methylcyclopropanesulfonamide